ClC1=CC=C(C=C1)NC(NC1CN(C1)C=1C(=C(C(=O)OC)C=CC1)N1C=CC=C1)=S Methyl 3-(3-(3-(4-chlorophenyl)thioureido) azetidin-1-yl)-2-(1H-pyrrol-1-yl)benzoate